CC=1C(=NC=C(C1)C)N1CCN(CC1)C(=O)C1=CC(=C(C=C1)C1(C(NC(N1)=O)=O)CCC)OC 5-{4-[4-(3,5-dimethylpyridin-2-yl)piperazine-1-carbonyl]-2-methoxyphenyl}-5-propylimidazolidine-2,4-dione